1-(4-(2-benzothiazolyl)phenyl)-5-(3-nitrophenyl)-1,4-pentadien-3-one S1C(=NC2=C1C=CC=C2)C2=CC=C(C=C2)C=CC(C=CC2=CC(=CC=C2)[N+](=O)[O-])=O